CC=1N(C2=C(C=NC=3C=CC(=CC23)C=2C=C3C(=NC2)NC=C3)N1)CC1CCOCC1 2-methyl-8-(1H-pyrrolo[2,3-b]pyridin-5-yl)-1-((tetrahydro-2H-pyran-4-yl)methyl)-1H-imidazo[4,5-c]quinoline